BrC=1C=NC(=NC1)N1CC(CC1)C 5-bromo-2-(3-methylpyrrolidin-1-yl)pyrimidine